2-[(1-acryloylpiperidin-4-yl)oxy]-N-[(2R)-1-methoxypropan-2-yl]-5H-pyrrolo[2,3-b]pyrazine-7-carboxamide C(C=C)(=O)N1CCC(CC1)OC=1N=C2C(=NC1)NC=C2C(=O)N[C@@H](COC)C